1,4-diacetylenyl-2,5-difluorobenzene C(#C)C1=C(C=C(C(=C1)F)C#C)F